2-methoxy-1,4-naphthoquinone COC=1C(C2=CC=CC=C2C(C1)=O)=O